O1C(=CC=C1)C=1C=C(C=NO)C=CC1 3-(furan-2-yl)benzaldoxime